ethyl 4-[5-(3-bromopropoxy)-6-methoxy-benzothiophen-2-yl]-4-oxo-butanoate BrCCCOC=1C(=CC2=C(C=C(S2)C(CCC(=O)OCC)=O)C1)OC